tert-butyl N-[8-[3-chloro-5-[[2-(2,6-dioxo-3-piperidyl)-1-oxo-isoindolin-5-yl]methylcarbamoylamino]phenyl]octyl]carbamate ClC=1C=C(C=C(C1)NC(NCC=1C=C2CN(C(C2=CC1)=O)C1C(NC(CC1)=O)=O)=O)CCCCCCCCNC(OC(C)(C)C)=O